(E)-5-hydroxy-2-(3-(trifluoromethyl)benzylidene)-2,3-dihydro-1H-inden-1-one OC=1C=C2C\C(\C(C2=CC1)=O)=C/C1=CC(=CC=C1)C(F)(F)F